NCC12CCC(CC1)(C2)C(=O)OC methyl 4-(aminomethyl)bicyclo[2.2.1]heptane-1-carboxylate